3,4-dimethoxyphenylacetaldehyde oxime COC=1C=C(C=CC1OC)CC=NO